C(C)(=O)N[C@H]1C2O[C@@H]([C@H]([C@@H]1O[C@@H](C(=O)O)C)O)CO2 1,6-Anhydro-N-acetyl-muramic acid